3-[bicyclo[4.2.0]octa-1(6),2,4-trien-3-yl]propanoic acid C1=2C=C(C=CC2CC1)CCC(=O)O